Cl.ClC1=CN=C(N1C)CCC(=O)N1CC(C1)N(C)C 3-(5-chloro-1-methyl-1H-imidazol-2-yl)-1-(3-(dimethylamino)azetidin-1-yl)propan-1-one hydrochloride